C(C)(=O)NC1=CC=C(C=C1)C1=C2CN(C(C2=CC=C1)=O)C(C(=O)NC(C(=O)OC(C(C)C)C(C)C)=C)=C 2,4-dimethylpentan-3-yl 2-(2-(4-(4-acetamidophenyl)-1-oxoisoindolin-2-yl)acrylamido)acrylate